1-(2-bromo-4-fluoro-6-(trifluoromethyl)phenyl)-N,N-dimethylmethylamine BrC1=C(C(=CC(=C1)F)C(F)(F)F)CN(C)C